O.C1(=CC=CC2=CC=CC=C12)S(=O)(=O)O naphthalenesulfonate hydrate